C(#N)C=1C2=C(SC1NC(=O)C13CC(C1)(C3)C(=O)O)CCCC2 3-((3-cyano-4,5,6,7-tetrahydrobenzo[b]thiophen-2-yl)carbamoyl)bicyclo[1.1.1]pentane-1-carboxylic acid